palladium(III) chloride [Pd](Cl)(Cl)Cl